methylthieno[3,2-b]pyridin-7-amine dihydrochloride Cl.Cl.CC1=CC2=NC=CC(=C2S1)N